C1=CC=CC=2C3=CC=CC=C3C(C12)COC(=O)N(C(C(=O)O)CCC=1C=NC=C(C1)C)C 2-((((9H-Fluoren-9-yl)methoxy)carbonyl)(methyl)amino)-4-(5-methylpyridin-3-yl)butanoic acid